diglycidyl-para-hydroxybenzoic acid, glycidyl ester C(C1CO1)C=1C(=C(C(=O)OCC2CO2)C=CC1O)CC1CO1